1-Methyl-2-(6-chloro-benzothiazol-2-ylamino)-1H-benzoimidazole-5-carboxylic acid (2-ethoxy-ethyl)-amide C(C)OCCNC(=O)C1=CC2=C(N(C(=N2)NC=2SC3=C(N2)C=CC(=C3)Cl)C)C=C1